2-(3-(pyrimidin-4-yloxy)pyrrolidin-1-yl)acetamide N1=CN=C(C=C1)OC1CN(CC1)CC(=O)N